(2S,4R)-1-(2-(4-amino-5-cyano-7H-pyrrolo[2,3-d]pyrimidin-7-yl)acetyl)-N-(3-chloro-2-fluorophenylmethyl)-4-fluoropyrrolidine-2-carboxamide NC=1C2=C(N=CN1)N(C=C2C#N)CC(=O)N2[C@@H](C[C@H](C2)F)C(=O)NCC2=C(C(=CC=C2)Cl)F